C1C[C@H](N(C1)C(=O)[C@H](CCC[NH+]=C(N)N)[NH3+])C(=O)N2C[C@@H](C[C@H]2C(=O)NCC(=O)N[C@@H](CC3=CC=CC=C3)C(=O)N[C@@H](CO)C(=O)N4CCC[C@H]4C(=O)N[C@@H](CC5=CC=CC=C5)C(=O)N[C@@H](CCC[NH+]=C(N)N)C(=O)[O-])O The molecule is a peptide cation obtained by deprotonation of the carboxy group and protonation of the amino and guanidino groups of [Hyp(3)]-bradykinin; major species at pH 7.3. It has a role as a bradykinin receptor agonist and a human urinary metabolite. It is a conjugate acid of a [Hyp(3)]-bradykinin.